O1C(=CC=C1CCCO)CCCO 5-furandipropanol